(4-(4-(4-((5,5-Dimethyl-5,6-dihydro-4H-1,3-oxazin-2-yl)amino)-2,6-difluorophenoxy)-1-((2-(trimethylsilyl)ethoxy)methyl)-1H-pyrrolo[2,3-b]pyridin-3-yl)phenyl)(morpholino)methanone CC1(CN=C(OC1)NC1=CC(=C(OC2=C3C(=NC=C2)N(C=C3C3=CC=C(C=C3)C(=O)N3CCOCC3)COCC[Si](C)(C)C)C(=C1)F)F)C